ethyl 3-((tert-butoxycarbonyl) amino)-2-fluoro-4-hydroxybutyrate C(C)(C)(C)OC(=O)NC(C(C(=O)OCC)F)CO